tert-butyl 3-[6-(2-cyano-3,6-difluoro-phenoxy)-4-oxo-quinazolin-3-yl]-8-azaspiro[4.5]decane-8-carboxylate C(#N)C1=C(OC=2C=C3C(N(C=NC3=CC2)C2CCC3(C2)CCN(CC3)C(=O)OC(C)(C)C)=O)C(=CC=C1F)F